N[C@@H](CCC(=O)O)C(=O)N[C@@H](CS)C(=O)O Glutamyl-Cystein